tetradecyl-propyl-dimethyl-amine oxide C(CCCCCCCCCCCCC)C[N+](C)(CCC)[O-]